C(C)OC=1C=C(C=C(C1)OCC)C(C)N(C(=O)NC1(CC(C1)(F)F)C(=O)OC)CCCCC1=CC=CC=C1 methyl 1-({[1-(3,5-diethoxyphenyl) ethyl] (4-phenylbutyl) carbamoyl} amino)-3,3-difluorocyclobutane-1-carboxylate